O1CCN(CC1)C=1C=CNC1 4-morpholinopyrrole